3,5-bis(benzhydryl)-2'-iodobiphenyl C(C1=CC=CC=C1)(C1=CC=CC=C1)C=1C=C(C=C(C1)C(C1=CC=CC=C1)C1=CC=CC=C1)C1=C(C=CC=C1)I